2,3-dihydro-5-fluoro-3-methoxycarbonyl-2-indolone FC=1C=C2C(C(NC2=CC1)=O)C(=O)OC